C1(=CC=CC=C1)P(C1=C(C=CC=C1)P(C1=CC=CC=C1)C1=CC=CC=C1)C1=CC=CC=C1 1,2-bis(diphenylphosphaneyl)benzene